2,6-dimethyl-6H-[1,4]oxazin CC=1OC(C=NC1)C